C(C)(C)(C)OC(C(CCOC(C)(C)C)N1C(C=C(C(=C1)OC)C1=C(C=CC(=C1)Cl)C(CC)=O)=O)=O 4-(tert-butoxy)-2-(4-(5-chloro-2-propionylphenyl)-5-methoxy-2-oxopyridin-1(2H)-yl)butanoic acid tert-butyl ester